C(C)(C)(C)OC(CC[C@@H](C(=O)N)N1C(C2=CC=C(C=C2C1C)C1=NC(=C(C(=C1)C)C)NC)=O)=O (4S)-5-amino-4-(5-(4,5-dimethyl-6-(methylamino)pyridin-2-yl)-3-methyl-1-oxoisoindolin-2-yl)-5-oxopentanoic acid tert-butyl ester